FC1=C(C=CC(=C1F)F)N1C(NC2=C(C=CC=C2C1=O)C)=S 3-(2,3,4-Trifluorophenyl)-8-methyl-4-oxo-2-thioxo-1,2,3,4-tetrahydroquinazoline